N,N-diethylpropan-2-amine C(C)N(C(C)C)CC